4-(6-amino-5-(3-fluoro-4-((4-methylpyrimidin-2-yl)oxy)phenyl)pyrimidin-4-yl)piperidine-1-carboxylic acid tertiary Butyl ester C(C)(C)(C)OC(=O)N1CCC(CC1)C1=NC=NC(=C1C1=CC(=C(C=C1)OC1=NC=CC(=N1)C)F)N